(1R,3S,5R)-2-(2-(3-acetyl-7-methyl-5-(2-methylpyrimidin-5-yl)-1H-indazol-1-yl)acetyl)-5-methyl-N-((S)-1,1,1-trifluoro-3,3-dimethylbutan-2-yl)-2-azabicyclo[3.1.0]hexane-3-carboxamide C(C)(=O)C1=NN(C2=C(C=C(C=C12)C=1C=NC(=NC1)C)C)CC(=O)N1[C@@H]2C[C@@]2(C[C@H]1C(=O)N[C@H](C(F)(F)F)C(C)(C)C)C